n-ethyl-3-(4-fluorophenyl)-N-(thiophen-2-ylmethyl)propanamide C(C)N(C(CCC1=CC=C(C=C1)F)=O)CC=1SC=CC1